2-methylsulfinyl-5-(trifluoromethyl)-4-[3-(trifluoromethyl)oxetan-3-yl]oxy-pyrimidine CS(=O)C1=NC=C(C(=N1)OC1(COC1)C(F)(F)F)C(F)(F)F